N-(2,4-Dimethoxybenzyl)-4-((S)-3-(dimethylamino)-3-(((R)-6-(trifluoromethyl)-2,3-dihydro-1H-inden-1-yl)methyl)piperidin-1-yl)-2,6-difluoro-N-(pyrimidin-4-yl)benzenesulfonamide COC1=C(CN(S(=O)(=O)C2=C(C=C(C=C2F)N2C[C@](CCC2)(C[C@H]2CCC3=CC=C(C=C23)C(F)(F)F)N(C)C)F)C2=NC=NC=C2)C=CC(=C1)OC